NC1=CC(=NNC1=O)[C@H]1CN(CCC1(F)F)[C@H](C(=O)NC1=NC=C(C=C1)F)C (S)-2-((R)-3-(5-amino-6-oxo-1,6-dihydropyridazin-3-yl)-4,4-difluoropiperidin-1-yl)-N-(5-fluoropyridin-2-yl)propanamide